NC1=C(C=C(C=N1)C=1CCN(CC1)C(CCCCCNC(=O)OC(C)(C)C)=O)C(=O)O[C@@H](C(=O)NC1=CC=C(C=C1)F)C1=CC=CC=C1 (R)-2-((4-fluorophenyl)amino)-2-oxo-1-phenylethyl 6-amino-1'-(6-((tert-butoxycarbonyl)amino)hexanoyl)-1',2',3',6'-tetrahydro-[3,4'-bipyridine]-5-carboxylate